C(C)C(CN(CN1N=NC2=C1C=CC=C2C)CC(CCCC)CC)CCCC N,N-bis(2-ethylhexyl)-4-methyl-1H-benzotriazole-1-methaneamine